1,3-dimethyl-indole CN1C=C(C2=CC=CC=C12)C